1-bromo-2-chloro-4-((hexyloxy)methyl)benzene BrC1=C(C=C(C=C1)COCCCCCC)Cl